(S)-quinuclidin-3-yl (5-(4-(2-methoxyethoxy)phenyl)-2,2-dimethyl-2,3-dihydro-1H-inden-1-yl)carbamate COCCOC1=CC=C(C=C1)C=1C=C2CC(C(C2=CC1)NC(O[C@@H]1CN2CCC1CC2)=O)(C)C